diethoxydimethoxytitanium C(C)O[Ti](OC)(OC)OCC